C(C)(=O)N1C[C@@H]2N(C([C@H](CC1)NC(=O)OC(C)(C)C)=O)[C@@H](CC2)C(=O)O (5s,8s,10ar)-2-acetyl-5-((tert-butoxycarbonyl)amino)-6-oxo-decahydropyrrolo[1,2-a][1,4]diazocine-8-carboxylic acid